ClC1=CC=C(CN2C(=C(C3=CC(=CC=C23)F)C)CC(C(=O)O)(C)C)C=C1 (3-[1-(4-chlorobenzyl)-5-fluoro-3-methyl-indol-2-yl])2,2-Dimethylpropanoic acid